3-(3-cyclobutylphenoxy)-N-[2-(2,4-dimethylphenyl)-2,2-difluoroethyl]-6-methyl-pyridazine-4-carboxamide C1(CCC1)C=1C=C(OC=2N=NC(=CC2C(=O)NCC(F)(F)C2=C(C=C(C=C2)C)C)C)C=CC1